Methyl 4-(2-Fluoroethoxy)3,5-bis(methoxymethyloxy)benzoate FCCOC1=C(C=C(C(=O)OC)C=C1OCOC)OCOC